tert-butyl (R)-4-isopropyl-1,2,3-oxathiazolidine-3-carboxylate 2,2-dioxide C(C)(C)[C@H]1N(S(OC1)(=O)=O)C(=O)OC(C)(C)C